C(C)(=O)OC1=C2C(=CN(C2=CC=C1)C(=O)OC(C)(C)C)Br tert-Butyl 4-acetoxy-3-bromo-1H-indole-1-carboxylate